N1=NC(C=C2C1=CC=N2)=O pyridazinopyrrolone